C1(=CC=CC2=CC=CC=C12)NCCN 1-naphthyl-ethylenediamine